6-(1,3-benzothiazol-6-yl)-N-{1-[4-fluoro-3-(1-methyl-1H-pyrazol-4-yl)phenyl]ethyl}-2-methylpyrimidin S1C=NC2=C1C=C(C=C2)C2=CC=NC(N2C(C)C2=CC(=C(C=C2)F)C=2C=NN(C2)C)C